CC(=CCCOC1=C(C=CC=C1)CCC(C)=O)CCC 4-((4-methylhept-3-en-1-yloxy)phenyl)butan-2-one